COCCN(CC(C(C)(C)C)=O)CCOC 1-(bis(2-methoxyethyl)amino)-3,3-dimethylbutan-2-one